CC=1C=C(C=C)C=C(C1[Si](O[Si](C)(C)C)(OCC)OCC)C 3,5-dimethyl-4-[diethoxy(trimethylsiloxy)silyl]styrene